C(C)(C)(C)OC(=O)N[C@@H]1C[C@@H](CC1)NC=1C=2N(N=CC1/C(/N)=N/C1=C(C=CC=C1)Cl)C=C(C2)C=2C(=CC(=NC2)C(=O)O)C 5-(4-(((1R,3S)-3-((tert-butoxycarbonyl)amino)cyclopentyl)amino)-3-((Z)-N'-(2-chlorophenyl)carbamimidoyl)pyrrolo[1,2-b]pyridazin-6-yl)-4-methylpicolinic acid